OC(C(C)N1N=C(C2=C1C=NN(C2=O)CC2=CC=C(C=C2)OC)C(F)(F)F)([2H])[2H] 1-(1-hydroxy-prop-2-yl-1,1-d2)-5-(4-methoxybenzyl)-3-(trifluoromethyl)-1,5-dihydro-4H-pyrazolo[3,4-d]pyridazin-4-one